(trans)-2-[(2-chloro-5-methyl-pyrimidin-4-yl)amino]cyclohexanecarbonitrile ClC1=NC=C(C(=N1)N[C@H]1[C@@H](CCCC1)C#N)C